4-bromo-3-trifluoromethyl-benzenesulfonamide BrC1=C(C=C(C=C1)S(=O)(=O)N)C(F)(F)F